(S)-7-Methoxy-2-methyl-6-((1-(2,2,2-trifluoroethyl)pyrrolidin-3-yl)oxy)quinazolin-4-ol tert-butyl-4-[(3-aminoazetidin-1-yl)methyl]piperidine-1-carboxylate C(C)(C)(C)C1N(CCC(C1)CN1CC(C1)N)C(=O)OC1=NC(=NC2=CC(=C(C=C12)O[C@@H]1CN(CC1)CC(F)(F)F)OC)C